C(C)(C)(C)OC(=O)N1CC=CC1 2,5-dihydro-1H-pyrrole-1-carboxylic acid tert-butyl ester